FC=1C(=NC=C(C1)OCCO)N1C(N(C=2C=NC=3C=C(C(=CC3C21)C=2C=NN(C2)C)OC)C)=O 1-[3-Fluoro-5-(2-hydroxy-ethoxy)-2-pyridyl]-7-methoxy-3-methyl-8-(1-methylpyrazol-4-yl)imidazo-[4,5-c]quinolin-2-one